5-((2-(4-((3-(2-Amino-2-oxoethyl)-5-(trifluoromethoxy)benzyl)amino)butoxy)ethyl)amino)benzo[c][2,6]naphthyridine-8-carboxamide NC(CC=1C=C(CNCCCCOCCNC2=NC3=C(C4=CN=CC=C24)C=CC(=C3)C(=O)N)C=C(C1)OC(F)(F)F)=O